[Na].FC=1C=CC=C(C1)F 3,5-difluorobenzene sodium